6-[(±)-1-(benzyloxy)propan-2-yl]-2-ethyl-6,7-dihydro-4H-pyrazolo[1,5-a]pyrrolo[3,4-d]pyrimidine-5,8-dione C(C1=CC=CC=C1)OC[C@@H](C)N1C(C=2NC=3N(C(C2C1)=O)N=C(C3)CC)=O |r|